OCCSC1=CC=C(C=C1)S(=O)(=O)C1=CC=C(C=C1)SCCO bis(4-(2-hydroxyethylthio)phenyl)sulfone